8-chloro-6-fluoro-N~2~-(6-methoxy-2-methyl-1,2,3,4-tetrahydroisoquinolin-7-yl)-7-(8-methyl-2,3-dihydro-1H-pyrido[2,3-b][1,4]oxazin-7-yl)quinazoline-2,5-diamine ClC1=C(C(=C(C=2C=NC(=NC12)NC1=C(C=C2CCN(CC2=C1)C)OC)N)F)C1=C(C2=C(OCCN2)N=C1)C